3-(5-(((R)-1-(but-3-en-1-yl)piperidin-3-yl)oxy)-1-oxoisoindolin-2-yl)piperidine-2,6-dione C(CC=C)N1C[C@@H](CCC1)OC=1C=C2CN(C(C2=CC1)=O)C1C(NC(CC1)=O)=O